OC(CN(C(C(=C)C)=O)CC(COCCC[SiH2]C(O[Si](C)(C)C)O[Si](C)(C)C)O)COCCC[SiH2]C(O[Si](C)(C)C)O[Si](C)(C)C N,N-bis[2-hydroxy-3-(3-(bis(trimethylsilyloxy)methylsilyl)propyloxy)propyl]-2-methyl-acrylamide